BrC=1C(=C(C(=O)O)C=CC1F)Br dibromo-p-fluorobenzoic acid